1,2,4-trimethyl-trimellitic acid CC1(C(=O)O)C(C(=O)O)(CC(C(=O)O)(C=C1)C)C